ClC1=C(C=CC(=C1)Cl)C1=NNC=C1NC(=O)[C@H]1N(C[C@@H](C1)F)C(CN1N=C(C2=CC(=CC=C12)C1=CN=NC=C1)C(=O)N)=O 1-(2-((2S,4R)-2-(3-(2,4-dichlorophenyl)-1H-pyrazol-4-ylcarbamoyl)-4-fluoropyrrolidin-1-yl)-2-oxoethyl)-5-(pyridazin-4-yl)-1H-indazole-3-carboxamide